OC1CN(CC1)CC1(COCCC1)CNC(=O)C1=CC2=C(S1)CCCCCC2 N-({3-[(3-Hydroxypyrrolidin-1-yl)methyl]oxan-3-yl}methyl)-4H,5H,6H,7H,8H,9H-cycloocta[b]thiophene-2-carboxamide